C[C@@]12CCC/C(/[C@@H]2CC[C@@H]1[C@@H](CN1[C@@H](CCCC1)C)C)=C\C=C\1/C([C@@H](C[C@@H](C1)O)O)=C (1R,3R,Z)-5-(2-((1R,3aS,7aR,E)-7a-methyl-1-((S)-1-((R)-2-methylpiperidin-1-yl)Propan-2-yl)octahydro-4H-inden-4-ylidene)ethylidene)-4-methylenecyclohexane-1,3-diol